tris(isopropylsilane) phosphate P(=O)(O)(O)O.C(C)(C)[SiH3].C(C)(C)[SiH3].C(C)(C)[SiH3]